3-(5-((10-(2-(5-((4-([1,1'-biphenyl]-3-yl)-5-chloropyrimidin-2-yl)amino)pyridin-3-yl)-1-oxo-2,8-diazaspiro[4.5]decan-8-yl)-10-oxodecyl)oxy)-1-oxoisoindolin-2-yl)piperidine-2,6-dione C1(=CC(=CC=C1)C1=NC(=NC=C1Cl)NC=1C=C(C=NC1)N1C(C2(CC1)CCN(CC2)C(CCCCCCCCCOC=2C=C1CN(C(C1=CC2)=O)C2C(NC(CC2)=O)=O)=O)=O)C2=CC=CC=C2